9-oxo-2-(propan-2-yl)-9H-thioxanthen-10-ium hexafluorophosphate F[P-](F)(F)(F)(F)F.O=C1C2=CC=CC=C2[SH+]C=2C=CC(=CC12)C(C)C